1-methyldimethoxysilyl-6-(diethylamino)(trimethoxysilylpropylamino)methylsilyl-silylhexane C[Si](C(CCCCCN(CC)CC)([SiH3])[SiH2]CNCCC[Si](OC)(OC)OC)(OC)OC